C[C@@H]1CN2N=CC(C3=NN(C=4C=CC(O[C@H](CCOC1)C)=CC34)C3OCCCC3)=C2 (7R,12S)-7,12-dimethyl-18-(oxan-2-yl)-9,13-dioxa-4,5,18,19-tetraazatetracyclo[12.5.2.12,5.017,20]docosa-1(19),2(22),3,14(21),15,17(20)-hexaene